C(C)ONC(C1=C(C=CC(=C1)OC)F)=O N-ethoxy-2-fluoro-5-methoxybenzamide